Cl.COC=1C=CC(=C(C1)C1=C(C=CC(=C1)OC)N)N 5,5'-dimethoxy-2,2'-diaminobiphenyl hydrochloride